(E)-2-((dimethylamino)methylene)-4,4-difluorocyclohexane-1-one CN(C)\C=C/1\C(CCC(C1)(F)F)=O